N-(4-methoxybenzyl)cyclopropanesulfonamide COC1=CC=C(CNS(=O)(=O)C2CC2)C=C1